2-methyl-4,6-di-t-butylphenyl 3,5-di-t-butyl-4-hydroxybenzoate C(C)(C)(C)C=1C=C(C(=O)OC2=C(C=C(C=C2C(C)(C)C)C(C)(C)C)C)C=C(C1O)C(C)(C)C